8a-Ethyl-7-((methyl-d3)amino)-2-(2-((1-(methylsulfonyl)piperidin-4-yl)amino)-5-(trifluoromethyl)pyrimidin-4-yl)-6,7,8,8a-tetrahydro-4H-thieno[2,3-a]pyrrolizin-4-one C(C)C12CC(CN2C(C2=C1SC(=C2)C2=NC(=NC=C2C(F)(F)F)NC2CCN(CC2)S(=O)(=O)C)=O)NC([2H])([2H])[2H]